trans-4-(6-((4-chloro-2-fluorobenzyl)oxy)pyridin-2-yl)piperidin-3-ol TFA salt OC(=O)C(F)(F)F.ClC1=CC(=C(COC2=CC=CC(=N2)[C@H]2[C@@H](CNCC2)O)C=C1)F